FC(C1=C(C=CC=C1)C1=C2CNC(C2=CC=C1)=O)(F)F 4-(2-(trifluoromethyl)phenyl)isoindolin-1-one